2-(3-chloro-4-fluorophenyl)-2-[(4-{[(5-methyl-1,2,4-oxadiazol-3-yl)amino]methyl}-1H-1,3-benzodiazol-2-yl)amino]propan-1-ol ClC=1C=C(C=CC1F)C(CO)(C)NC1=NC2=C(N1)C=CC=C2CNC2=NOC(=N2)C